3-hydroxy-2-(hydroxymethyl)-2-methylpropanoic acid (S)-tert-butyl-3-methyl-4-((6-methyl-pyridazin-3-yl)carbonyl)piperazine-1-carboxylate C(C)(C)(C)OC(=O)N1C[C@@H](N(CC1)C(=O)C=1N=NC(=CC1)C)C.OCC(C(=O)O)(C)CO